CC1=CN(C2=CC=C(C=C12)NC(C=C)=O)C1=NC(=NC=C1)NC1=CC=C(C=C1)N1CCOCC1 N-[3-Methyl-1-[2-(4-morpholinoanilino)pyrimidin-4-yl]indol-5-yl]prop-2-enamide